C(#N)[C@@]1(N(CCC1)C(=O)C1=CC(=C2N1CCC1=CC(=C(C=C21)C(=O)N[C@@]2(COCC2)C#N)OC)C=2SC=CC2)C 3-[(2R)-2-cyano-2-methyl-pyrrolidine-1-carbonyl]-N-[(3R)-3-cyanotetrahydrofuran-3-yl]-8-methoxy-1-(2-thienyl)-5,6-dihydropyrrolo[2,1-a]isoquinoline-9-carboxamide